N2-(1,4-Benzoxazin-3-on-6-yl)-5-fluoro-N4-(3-hydroxyphenyl)-2,4-pyrimidinediamine O1CC(NC2=C1C=CC(=C2)NC2=NC=C(C(=N2)NC2=CC(=CC=C2)O)F)=O